1-(2-chloro-4-((5-methoxy-2,3-dihydro-[1,4]dioxino[2,3-f]quinolin-10-yl)oxy)phenyl)-3-cyclobutylurea ClC1=C(C=CC(=C1)OC1=CC=NC2=CC(=C3C(=C12)OCCO3)OC)NC(=O)NC3CCC3